ClC=1C=C(C=C2C(=CCNC12)NC(C)C1=NC=CN=C1C1=NC=CC=N1)C(F)(F)F 8-chloro-4-[1-(3-pyrimidin-2-ylpyrazin-2-yl)ethylamino]-6-(trifluoromethyl)-1H-quinoline